4-propylstyrene C(CC)C1=CC=C(C=C)C=C1